1-((R)-7-((3R,4S)-4-(2-chlorophenyl)-6,6-dimethyltetrahydro-2H-pyran-3-carbonyl)-1-(fluoromethyl)-2,7-diazaspiro[3.5]nonan-2-yl)prop-2-en-1-one ClC1=C(C=CC=C1)[C@@H]1[C@H](COC(C1)(C)C)C(=O)N1CCC2(CN([C@H]2CF)C(C=C)=O)CC1